ClC1=CC=2C(=NN(N2)C2=C(C(=CC(=C2)C)C(C)(C)C)O)C=C1 2-[5-chloro-(2h)-benzotriazol-2-yl]-4-methyl-6-(tert-butyl)phenol